N-(2-ethylhexyl)-2-(3-methoxy-4-(2-propen-1-yloxy)-phenyl)-7-methoxy-3,5-di-(2-propen-1-yloxy)-quinolin-4-one C(C)C(CN1C(=C(C(C2=C(C=C(C=C12)OC)OCC=C)=O)OCC=C)C1=CC(=C(C=C1)OCC=C)OC)CCCC